6-(7-(((3S)-3-methoxy-1-piperidinyl)carbonyl)-2-quinoxalinyl)-2-methyl-1(2H)-isoquinolinone CO[C@@H]1CN(CCC1)C(=O)C1=CC=C2N=CC(=NC2=C1)C=1C=C2C=CN(C(C2=CC1)=O)C